((((2R,5R)-5-(5-chloro-2,4-dioxo-3,4-dihydropyrimidin-1(2H)-yl)-2,5-dihydrofuran-2-yl)oxy)methyl)phosphonic acid ClC=1C(NC(N(C1)[C@H]1C=C[C@H](O1)OCP(O)(O)=O)=O)=O